3-fluoro-4-picolinic acid amide FC=1C=NC=CC1C(=O)N